6-bromo-2-oxo-2H-acenaphthylene BrC1=C2C=CC=C3C(CC(C=C1)=C32)=O